7-bromo-2,3-dihydrofuro[3,2-b]pyridine BrC1=C2C(=NC=C1)CCO2